C[Si](OC(O[Si](C)(C)C)[SiH3])(C)C bis(trimethylsiloxy)methyl-silane